ClC1=C(N(N=C1)C)C=1C=C(C=CC1OC)NC(=O)NC1=CC(=CC(=C1)F)F 1-[3-(4-Chloro-2-methyl-2H-pyrazol-3-yl)-4-methoxyphenyl]-3-(3,5-difluorophenyl)-urea